[Si](C)(C)(C(C)(C)C)OCCCC1=CC=C(C=N1)C=1C=CC=2C3=C(NC2C1)C=CN=C3 7-(6-(3-((tert-butyldimethylsilyl)oxy)propyl)pyridin-3-yl)-5H-pyrido[4,3-b]indole